1-heptyl-1-butylpiperidinium chloride [Cl-].C(CCCCCC)[N+]1(CCCCC1)CCCC